BrC=1C=C2N(N=CC(=C2NC2CC(CC2)CCN(C)C)C(=NC2=C(C=CC(=C2)F)Cl)N)C1 6-bromo-N'-(2-chloro-5-fluoro-phenyl)-4-[[3-[2-(dimethylamino)ethyl]cyclopentyl]amino]pyrrolo[1,2-b]pyridazine-3-carboxamidine